(S)-3-(chlorodifluoromethyl)-6-(6-((1,1,1-trifluoropropan-2-yl)oxy)pyridin-3-yl)-[1,2,4]triazolo[4,3-a]pyrazine ClC(C1=NN=C2N1C=C(N=C2)C=2C=NC(=CC2)O[C@H](C(F)(F)F)C)(F)F